4-methylsulfanyl-benzoic acid CSC1=CC=C(C(=O)O)C=C1